5'-chloro-1'-(4-methoxybenzyl)-1',2'-dihydrospiro[pyrrolidine-3,3'-pyrrolo[2,3-b]pyridin]-5-one ClC=1C=C2C(=NC1)N(CC21CNC(C1)=O)CC1=CC=C(C=C1)OC